N4-cyclopentyl-N2-(2-methoxy-4-(methylsulfonyl)phenyl)-7-((2-(trimethylsilyl)ethoxy)methyl)-7H-pyrrolo[2,3-d]pyrimidine-2,4-diamine C1(CCCC1)NC=1C2=C(N=C(N1)NC1=C(C=C(C=C1)S(=O)(=O)C)OC)N(C=C2)COCC[Si](C)(C)C